Trans-N-(4-((4-(2-(1-amino-2,2,2-trifluoroethyl)pyridin-4-yl)phenyl)sulfonyl)cyclohexyl)-5-(trifluoromethyl)pyridin-2-amine NC(C(F)(F)F)C1=NC=CC(=C1)C1=CC=C(C=C1)S(=O)(=O)[C@@H]1CC[C@H](CC1)NC1=NC=C(C=C1)C(F)(F)F